C(C)(C)(C)OC(=O)N[C@@H]([C@H](O)C)C(=O)O\C(\C)=C\C(C1=CC=CC=C1)=O (E)-4-oxo-4-phenylbut-2-en-2-yl (tert-butoxycarbonyl)-L-threoninate